N-(2-chloro-4-pyridyl)-N-phenylurea ClC1=NC=CC(=C1)N(C(=O)N)C1=CC=CC=C1